((1r,3s)-3-((tert-butyldimethylsilyl) oxy)-3-ethylcyclobutyl) carbamate C(N)(OC1CC(C1)(CC)O[Si](C)(C)C(C)(C)C)=O